[Zn].C=C Ethylene zinc